4-(3-(dimethylamino)piperidin-1-yl)benzenesulfonamide CN(C1CN(CCC1)C1=CC=C(C=C1)S(=O)(=O)N)C